ClC1=C(C=CC(=C1)Cl)C1=CC2=C(N=C(N=C2)NC2=CC(=C(C=C2)N2CCNCC2)F)N2C1=NCCC2 6-(2,4-dichlorophenyl)-N-(3-fluoro-4-(piperazin-1-yl)phenyl)-9,10-dihydro-8H-pyrido[1,6-a:2,3-d']dipyrimidin-2-amine